1-(1-oxo-1,3-dihydroisobenzofuran-5-yl)cyclobutane-1-carboxylic acid tert-butyl ester C(C)(C)(C)OC(=O)C1(CCC1)C=1C=C2COC(C2=CC1)=O